F[P-](F)(F)(F)(F)F.[N+](=O)([O-])C=1C=CC2=C(N(N=N2)O[P+](N(C)C)(N(C)C)N(C)C)C1 [(6-nitrobenzo-triazol-1-yl)oxy]tris(dimethyl-amino)phosphonium hexafluorophosphate